1,1,1,3,5,5,9,9,9-nonamethyl-3,7,7-tris[(trimethylsilyl)oxy]pentasiloxane C[Si](O[Si](O[Si](O[Si](O[Si](C)(C)C)(O[Si](C)(C)C)O[Si](C)(C)C)(C)C)(O[Si](C)(C)C)C)(C)C